C1(CC1)CN1C2=C(N=C(C1=O)NN)CCOC2 4-(cyclopropylmethyl)-2-hydrazino-7,8-dihydro-5H-pyrano[3,4-b]pyrazin-3-one